tertbutyl (3R,4R)-4-(4-bromophenyl)-3-hydroxy-piperidine-1-carboxylate BrC1=CC=C(C=C1)[C@@H]1[C@H](CN(CC1)C(=O)OC(C)(C)C)O